(R,Z)-4-((2-((tert-butoxycarbonyl)amino)-1-carboxyethyl)amino)-4-oxobut-2-enoic acid C(C)(C)(C)OC(=O)NC[C@H](C(=O)O)NC(\C=C/C(=O)O)=O